COC=1C=C(CN2C(N(C3=CC=C(C=C3C2=O)C)C2CCN(CC2)C=O)=O)C=CC1OC 4-[3-(3,4-dimethoxybenzyl)-6-methyl-2,4-dioxo-3,4-dihydroquinazolin-1(2H)-yl]piperidine-1-carbaldehyde